NC1=NC=2C=C(C=CC2C2=C1N=C(N2CC(CO)(C)CO)CCCC)CCCN2CCN(CC2)C(=O)OCCCO 3-Hydroxypropyl 4-(3-(4-amino-2-butyl-1-(3-hydroxy-2-(hydroxymethyl)-2-methylpropyl)-1H-imidazo[4,5-c]quinolin-7-yl)propyl)piperazine-1-carboxylate